N-(5,6-Dimethoxy-benzothiazol-2-yl)-2-(4-ethanesulfonyl-phenyl)-2-(4-ethoxy-phenoxy)-acetamide COC=1C(=CC2=C(N=C(S2)NC(C(OC2=CC=C(C=C2)OCC)C2=CC=C(C=C2)S(=O)(=O)CC)=O)C1)OC